ClC=1C(=C(N)C=CC1OCC1COCC1)F 3-chloro-2-fluoro-4-((tetrahydrofuran-3-yl)methoxy)aniline